[C@H]12CN(C[C@H](CC1)N2)C=2C1=C(N=C(N2)OC[C@]23CCCN3C[C@@H](C2)F)C(=C(N=C1)C1=CC(=CC2=CC=CC(=C12)C#C)O)F 4-(4-((1R,5S)-3,8-diazabicyclo[3.2.1]octan-3-yl)-8-fluoro-2-(((2R,7aS)-2-fluorohexahydro-1H-pyrrolizin-7a-yl)methoxy)pyrido[4,3-d]pyrimidin-7-yl)-5-ethynylnaphthalen-2-ol